S(=O)(=O)(OCCCCCCCCCCC)[O-].[Na+] sodium n-undecyl sulfate